ClC(C[Si](OCCC)(OCCC)OCCC)Cl 2,2-dichloroethyltri-n-propoxysilane